COCCN1C=NC(=C1)C1=CN(C2=CC=C(C=C12)S(=O)(=O)NC)C1=CC=C(C=C1)C(F)(F)F 3-(1-(2-methoxyethyl)-1H-imidazol-4-yl)-N-methyl-1-(4-(trifluoromethyl)phenyl)-1H-indole-5-sulfonamide